CC(C(=O)O)OCC(OCCC)C 2,5-dimethyl-3,6-dioxanonanoic acid